CN(C1CCC(CC1)NC1=NC=C(C(=N1)C1=CN=C2N1C=C(C=C2)C2=CC=CC=C2)C)C N1,N1-Dimethyl-N4-(5-methyl-4-(6-phenylimidazo[1,2-a]pyridin-3-yl)pyrimidin-2-yl)cyclohexane-1,4-diamine